C(#N)[C@H](CC1=CC=C(C=C1)C1=CC=C(C=C1)C#N)NC(=O)OC(=O)N1CCOCCC1 [((1S)-1-cyano-2-(4'-cyanobiphenyl-4-yl)ethyl)carbamoyl]-1,4-oxazepane-4-carboxylate